C(=O)(O)C1=CC=C(C=C1)C=CC(=O)C1=C(C(=O)O)C=CC=C1 2-[3-(4-Carboxyphenyl)prop-2-enoyl]benzoic acid